2-chloro-3,5-dinitropyridine ClC1=NC=C(C=C1[N+](=O)[O-])[N+](=O)[O-]